N1(CCC1)C1=C(C=C2CN(C(C2=C1)=O)C[C@H](C(C)(C)O)F)NC(=O)C=1C=NN2C1N=CC=C2 N-[6-(azetidin-1-yl)-2-[(2R)-2-fluoro-3-hydroxy-3-methyl-butyl]-1-oxo-isoindolin-5-yl]pyrazolo[1,5-a]pyrimidine-3-carboxamide